ClC=1C=C2C(=NC(=NC2=C(C1C1=C(C=CC=C1O)F)F)OC1CCN(CC1)C)N1CCN(CC1)C(C=C)=O 1-(4-(6-chloro-8-fluoro-7-(2-fluoro-6-hydroxyphenyl)-2-(1-methyl-piperidin-4-yloxy)quinazolin-4-yl)piperazin-1-yl)prop-2-en-1-one